4-methoxy-5-(2-methyl-2H-1,2,3-triazol-4-yl)benzoic acid isopropyl ester C(C)(C)OC(C1=CC=C(C(=C1)C1=NN(N=C1)C)OC)=O